Bisphenol A cyanate [O-]C#N.OC1=CC=C(C=C1)C(C)(C)C1=CC=C(C=C1)O